C(#N)C1=C(C=C(C=N1)N1C(N(C2(CCC2)C1=O)C1=CC(=C(OCCN2[C@@H]3CN([C@H](C2)CC3)C(=O)OC(C)(C)C)C=C1)CC)=S)C(F)(F)F tert-butyl (1s,4s)-5-(2-(4-(7-(6-cyano-5-(trifluoromethyl) pyridin-3-yl)-8-oxo-6-thioxo-5,7-diazaspiro[3.4]oct-5-yl)-2-ethylphenoxy) ethyl)-2,5-diazabicyclo[2.2.2]octane-2-carboxylate